C(CCCCCCCC(=O)O)(=O)O.NC1=CC=C(C=C1)C para-toluidine azelate